N-(4-methyl-5-(2-(2,2,2-trifluoro-1,1-dimethylethyl)-4-pyridinyl)-2-thiazolyl)aminocarbonyl-L-prolin-13C1 CC=1N=C(SC1C1=CC(=NC=C1)C(C(F)(F)F)(C)C)NC(=O)N1[13C@@H](CCC1)C(=O)O